1-methyl-4-phenyl-3,4-dihydroquinolin-2-one CN1C(CC(C2=CC=CC=C12)C1=CC=CC=C1)=O